C1(CCCC1)CC1=NN=NN1CC1=C(N=NN1C)C1=CC=C(C(=N1)C)O[C@@H]1C[C@H](CCC1)C(=O)O (1S,3S)-3-{[6-(5-{[5-(cyclopentyl-methyl)-1H-1,2,3,4-tetrazol-1-yl]methyl}-1-methyl-1H-1,2,3-triazol-4-yl)-2-methylpyridin-3-yl]oxy}cyclohexane-1-carboxylic acid